methyl 5-amino-7-(dipropylcarbamoyl)-6H-thieno[3,2-b]azepine-2-carboxylate NC=1CC(=CC2=C(N1)C=C(S2)C(=O)OC)C(N(CCC)CCC)=O